F[As-](F)(F)(F)(F)F hexafluoroarsenate